Cl.CSN S-Methylthiohydroxylamine hydrochloride